O=C1N(CCC1)CCCCC=1N=C(N(C1)C1=CC=CC=C1)NC(C1=CC(=CC=C1)C=1C=C2C=NN(C2=CC1)COCC[Si](C)(C)C)=O N-(4-(4-(2-oxopyrrolidin-1-yl)butyl)-1-phenyl-1H-imidazol-2-yl)-3-(1-((2-(trimethylsilyl)ethoxy)methyl)-1H-indazol-5-yl)benzamide